6-(4-Chlorophenyl)-2-(1,3-dimethyl-1H-pyrazol-4-yl)-N-[(2S)-1-hydroxypropan-2-yl]pyrimidin ClC1=CC=C(C=C1)C1=CC=NC(N1[C@H](CO)C)C=1C(=NN(C1)C)C